(1S,4S)-5-[7-bromo-2-(ethylsulfanyl)-8-fluoro-6-iodoquinazolin-4-yl]-2,5-diazabicyclo[2.2.1]heptane-2-carboxylate BrC1=C(C=C2C(=NC(=NC2=C1F)SCC)N1[C@@H]2CN([C@H](C1)C2)C(=O)[O-])I